TETRAETHYLTIN C(C)[Sn](CC)(CC)CC